[Si](C)(C)(C(C)(C)C)OCC1=NN(C(=N1)C1=NC(=NC=C1)Cl)C 4-(3-(((Tert-butyldimethylsilyl)oxy)methyl)-1-methyl-1H-1,2,4-triazol-5-yl)-2-chloropyrimidine